3-(4-(cyclobutylformamido)thiophen-2-yl)-5-(3,4-dimethoxyphenyl)isonicotinamide C1(CCC1)C(=O)NC=1C=C(SC1)C1=C(C(=O)N)C(=CN=C1)C1=CC(=C(C=C1)OC)OC